N-{(6R,7aR)-2-[4-(2,6-Difluorophenyl)-1,2-benzoxazol-3-yl]-7,7-difluoro-3-oxohexahydro-1H-pyrrolo[1,2-c]imidazol-6-yl}methanesulfonamide FC1=C(C(=CC=C1)F)C1=CC=CC2=C1C(=NO2)N2C(N1[C@H](C2)C([C@@H](C1)NS(=O)(=O)C)(F)F)=O